3-(3-(2-oxo-3-(tetrahydro-2H-pyran-4-yl)imidazolin-1-yl)piperidin-1-yl)-1,2,4-triazine-6-carboxamide O=C1N(CCN1C1CCOCC1)C1CN(CCC1)C=1N=NC(=CN1)C(=O)N